5-chloro-N-[2,4-difluoro-3-[([4-methoxy-1H-pyrazolo[3,4-b]pyridin-5-yl]oxy)methyl]phenyl]-2-methoxypyridine-3-sulfonamide ClC=1C=C(C(=NC1)OC)S(=O)(=O)NC1=C(C(=C(C=C1)F)COC=1C(=C2C(=NC1)NN=C2)OC)F